C=CCC alpha-Buten